CCN(CC)CCOC1=CC=C(C=C1)C(=CC2=CC=CC=C2)C3=CC=CC=C3.C(C(=O)O)C(CC(=O)O)(C(=O)O)O 2-(p-(α-phenylstyryl)phenoxy)triethylamine citrate